CC=1C=C(C(=O)NC=2C=CC=3N(C2)C(=NN3)SCCC)C=CC1 3-methyl-N-(3-(propylsulfanyl)-[1,2,4]triazolo[4,3-a]pyridin-6-yl)benzamide